ClC=1N(C(C2=C(N1)N(N=C2)C2OCCCC2)=O)COCC[Si](C)(C)C 6-chloro-1-(tetrahydro-2H-pyran-2-yl)-5-((2-(trimethylsilyl)ethoxy)methyl)-1,5-dihydro-4H-pyrazolo[3,4-d]pyrimidin-4-one